CN(C(=O)C=1C=NNC1)C(C)C N-methyl-N-(propan-2-yl)-1H-pyrazole-4-carboxamide